BrC=1C=C(C=NC1)N(C(OC(C)(C)C)=O)C(=O)OC(C)(C)C tert-butyl (5-bromopyridin-3-yl)(tert-butoxycarbonyl)carbamate